Cl.C1N(CC12CCNCC2)C2=NC=NC=C2OC2=C(C(=O)N(C(C)C)C1CC(C1)(F)F)C=C(C=C2)F ((4-(2,7-diazaspiro[3.5]non-2-yl)pyrimidin-5-yl)oxy)-N-(3,3-difluorocyclobutyl)-5-fluoro-N-isopropylbenzamide hydrochloride